(4S,5R)-4-(Benzylmethyl)-5-(2-chlorophenyl)-2,2-dimethyl-1,3-dioxolane C(C1=CC=CC=C1)C[C@@H]1OC(O[C@@H]1C1=C(C=CC=C1)Cl)(C)C